FC=1C=C(C=CC1F)[C@@H]([C@H]1[C@@H]2N(C(C=3N1N=CC(C3O)=O)=O)CCC2)C2=CC(=CC=C2)F (9aR,10S)-10-((S)-(3,4-difluorophenyl)(3-fluorophenyl)methyl)-4-hydroxy-8,9,9a,10-tetrahydro-7H-pyrrolo[1',2':4,5]pyrazino[1,2-b]pyridazine-3,5-dione